C1(CC1)CC1C2=C(C(N(C1)C)=O)C(=C(N2)C2=CC(=NC=C2)NC(C(C)C2=CC=C(C=C2)F)=O)C2=CC=CC=C2 N-{4-[7-(Cyclopropylmethyl)-5-methyl-4-oxo-3-phenyl-4,5,6,7-tetrahydro-1H-pyrrolo[3,2-c]pyridin-2-yl]pyridin-2-yl}-2-(4-fluorophenyl)propanamid